3,5-dibromoisopropylbenzene BrC=1C=C(C=C(C1)Br)C(C)C